B1(OC(C(O1)(C)C)(C)C)/C=C/C2=CC=C(C=C2)Cl 4-chloro-β-styrylboronic acid pinacol ester